3-fluoro-4-[3-[(2-methylpropan-2-yl)oxycarbonyl]-2,4-dihydro-1,3-benzoxazin-8-yl]-2-morpholin-4-ylbenzoic acid FC=1C(=C(C(=O)O)C=CC1C1=CC=CC=2CN(COC21)C(=O)OC(C)(C)C)N2CCOCC2